3-(bromoacetyl)-5-chloro-2-thiophenesulfonamide BrCC(=O)C1=C(SC(=C1)Cl)S(=O)(=O)N